FC1([C@@H]([C@@H](N(C1)C(=O)C1OCC1)CC=1C(=C(C=CC1)C1=CC(=C(C(=C1)F)F)F)F)NS(=O)(=O)CC)F N-{(2S,3R)-4,4-difluoro-1-(oxetane-2-carbonyl)-2-[(2,3',4',5'-tetrafluoro[1,1'-biphenyl]-3-yl)methyl]pyrrolidin-3-yl}-ethanesulfonamide